C(C1=CC=CC=C1)OC1CC2(COCC3=CC=CC=C23)CCC1 3-(benzyloxy)spiro[cyclohexane-1,4'-isochromane]